[Si](C1=CC=CC=C1)(C1=CC=CC=C1)(C(C)(C)C)OCCCCC/C=C/C(=O)OCC (E)-ethyl 8-((tert-butyldiphenylsilyl)oxy)oct-2-enoate